O1C(CCCC1)OC(C(=O)O)C[C@@H](C)[C@H]1CC[C@H]2[C@@H]3[C@@H]([C@@H]([C@@H]4CCCC[C@]4(C)[C@H]3CC[C@]12C)CC)O tetrahydropyranyloxy-6α-ethyl-7α-hydroxy-5β-cholanic acid